C(C)C1=C(C(=O)N)C=CC=C1 2-ethylbenzamide